3-(2,2,2-trifluoroethoxy)pyridin-2-amine FC(COC=1C(=NC=CC1)N)(F)F